2-nitro-N,3-dimethyl-benzamide [N+](=O)([O-])C1=C(C(=O)NC)C=CC=C1C